COC(=O)[C@H]1N(C[C@@H]2CN([C@H]1CC2)CC2=CC=CC=C2)C(=O)OC(C)(C)C (1S,4S,5S)-6-benzyl-3,6-diazabicyclo[3.2.2]nonane-3,4-dicarboxylic acid 3-(tert-butyl) 4-methyl ester